ClC1=CC(=C(COC2=CC=CC(=N2)C2CCN(CC2)CC2=C(C=C(C=N2)C=CC(=O)O)C)C=C1)F 3-(6-((4-(6-((4-chloro-2-fluorobenzyl)oxy)pyridin-2-yl)piperidin-1-yl)methyl)-5-methylpyridin-3-yl)acrylic acid